3-(4-methoxyphenyl)-2-(2,2,2-trifluoroethyl)benzofuran COC1=CC=C(C=C1)C1=C(OC2=C1C=CC=C2)CC(F)(F)F